CS(=O)(=O)NC1=CC=C(C=C1)C1=COC2=CC(=CC=C2C1=O)OCC=1C=C(C(=O)O)C=CC1 3-(((3-(4-((Methylsulfonyl)amino)phenyl)-4-oxo-4H-chromen-7-yl)oxy)methyl)benzoic acid